(R)-(6-((4-chloro-3-fluorophenyl)sulfonyl)-1-(4-fluorophenyl)-4,4a,5,6,7,8-hexahydro-1H-pyrazolo[3,4-g]isoquinolin-4a-yl)(5-methylthiazol-2-yl)methanone ClC1=C(C=C(C=C1)S(=O)(=O)N1C[C@]2(CC3=C(C=C2CC1)N(N=C3)C3=CC=C(C=C3)F)C(=O)C=3SC(=CN3)C)F